5',6'-Dihydro-4'H-spiro[cyclopentane-1,7'-thieno[3,2-c]pyridin]-4'-one S1C=CC=2C(NCC3(C21)CCCC3)=O